COC1=C(C2=C(C(=NO2)C)C=C1)S(=O)(=O)Cl 6-methoxy-3-methyl-1,2-benzoxazole-7-sulfonyl chloride